C(=O)C1(C(C(=C(O)C=C1)O)CCCCC\C=C/C\C=C/CCCCCCCC(=O)O)CCCCC\C=C/C\C=C/CCCCCCCC(=O)O.C[C@H]1N(CCOC1)C1=CC(=C2C(=N1)C(=NS2)C2=CC=NN2C2OCCCC2)C(C)(C)S(=O)(=O)C (3R)-3-methyl-4-(7-(2-(methylsulfonyl)propan-2-yl)-3-(1-(tetrahydro-2H-pyran-2-yl)-1H-pyrazol-5-yl)isothiazolo[4,5-b]pyridin-5-yl)morpholine 4-formyl-catecholdilinoleate